ClC(C(CC[C@]([C@@H]([C@H](CNC(N)=O)O)O)([C@@H](CO)O)O)C1=C(C=CC=C1)CNC1(CC1)C=1C=NC=CC1C1=C(C=CC=C1)OC1CC1)=C 4-{4-chloro-3-[(({1-[4-(2-cyclopropoxyphenyl)pyridin-3-yl]cyclopropyl}amino)methyl)phenyl]pent-4-en-1-yl}-3-[(2S,3R,4R,5R)-2,3,4,5,6-pentahydroxyhexyl]urea